(((2-chloroethyl)sulfonyl)methyl)benzene ClCCS(=O)(=O)CC1=CC=CC=C1